NC1=NC2=CC=C(C=C2C=C1Br)C(=O)N([C@H](C)C1=NC=CC=N1)CC1=NC=C(C(=C1)Cl)C#N 2-amino-3-bromo-N-((4-chloro-5-cyano-2-pyridinyl)methyl)-N-((1R)-1-(2-pyrimidinyl)ethyl)-6-quinolinecarboxamide